ClC1=NC=C(C(=N1)NC1=C(C=CC=C1)F)Cl 2,5-dichloro-N-(2-fluorophenyl)pyrimidin-4-amine